(1R,3R,5R)-N-(2-methoxyethyl)-3-methyl-5-(8-(trifluoromethyl)quinoxalin-5-yl)cyclohexylamine COCCN[C@@H]1C[C@@H](C[C@H](C1)C1=C2N=CC=NC2=C(C=C1)C(F)(F)F)C